4-({2-[3-({2-methoxy-4-[(4-methylpiperazin-1-yl)sulfonyl]phenyl}amino)prop-1-yn-1-yl]-1-(2,2,2-trifluoroethyl)-1H-indol-4-yl}amino)-1λ6-thiane-1,1-dione COC1=C(C=CC(=C1)S(=O)(=O)N1CCN(CC1)C)NCC#CC=1N(C2=CC=CC(=C2C1)NC1CCS(CC1)(=O)=O)CC(F)(F)F